2-thenoyltrifluoroacetone sodium salt [Na].C1(=CC=CS1)C(=O)CC(=O)C(F)(F)F